C(C)C=1C=C(C=CC1)NC(NC(C(=O)N)CC1=CC=CC=C1)=O 2-(3-(3-ethylphenyl)ureido)-3-phenylpropanamide